platinum ruthenium iridium titanium [Ti].[Ir].[Ru].[Pt]